C(C)OC(=O)C1=C(NC2=CC=C(C=C2C1=O)Cl)C.COC1=CC(=NC=C1)NC(CC)=O N-(4-methoxypyridin-2-yl)propanamide ethyl-6-chloro-2-methyl-4-oxo-1,4-dihydroquinoline-3-carboxylate